CC1=C(C=NC(=C1)C(F)(F)F)CC(=O)OCC Ethyl 2-[4-methyl-6-(trifluoromethyl)-3-pyridyl]acetate